C(C)(C)(C)OC(=O)N1CCC(CC1)(F)CN tert-butyl-4-(aminomethyl)-4-fluoropiperidine-1-carboxylate